(1R,3R)-3-((S)-2-((5-Chloropyridin-2-yl)methyl)-6-(methoxycarbonyl)-7-methyl-6,7,8,9-tetrahydro-3H-imidazo[4,5-f]chinolin-3-yl)cyclohexan ClC=1C=CC(=NC1)CC=1N(C=2C(=C3CC[C@@H](N(C3=CC2)C(=O)OC)C)N1)C1CCCCC1